4-((3-((1r,2s)-2-phenylcyclopropyl)ureido)methyl)pyridine 1-oxide C1(=CC=CC=C1)[C@H]1[C@@H](C1)NC(NCC1=CC=[N+](C=C1)[O-])=O